NC1=C(C(=NC(=C1)Cl)C(=O)[O-])Cl.[K+] potassium 4-amino-3,6-dichloropicolinate